ClC1=CC=C2C(N(C(=NC2=C1)N(CC)CC)NC(CC1=CC(=CC(=C1)F)F)=O)=O N-(7-Chloro-2-diethylamino-4-oxo-4H-quinazolin-3-yl)-2-(3,5-difluoro-phenyl)-acetamide